NC1=C2N=CN(C2=NC(=N1)OCCC1=CNC2=CC=CC=C12)[C@H]1[C@@H]([C@@H]([C@H](O1)C(N)=N)O)O (2R,3S,4R,5R)-5-[6-amino-2-[2-(1H-indol-3-yl)ethoxy]purin-9-yl]-3,4-dihydroxyoxolane-2-carboximidamide